3,6-diphenyl-pyrrolo[3,4-C]pyrrole C1(=CC=CC=C1)C=1N=CC2=C(N=CC21)C2=CC=CC=C2